C(C)(C)(C)C=1SC(=C(N1)C=1C(=C(C=C(C1)Cl)NS(=O)(=O)C1=C(C=CC(=C1)F)F)F)C1=NC(=NC=C1)Cl N-{3-[2-tert-butyl-5-(2-chloropyrimidin-4-yl)-thiazol-4-yl]-5-chloro-2-fluorophenyl}-2,5-difluorobenzenesulfonamide